3-ethyl-3-oxetylether C(C)C1(COC1)OC1(COC1)CC